1H-Cyclopropa[b]naphthalene C1C2=CC3=CC=CC=C3C=C21